4,5-dichloro-2-(cyclopropyl-methoxy)benzaldehyde ClC1=CC(=C(C=O)C=C1Cl)OCC1CC1